triethyleneglycol di-(2-ethyl hexanoate) C(C)C(C(=O)OCCOCCOCCOC(C(CCCC)CC)=O)CCCC